5-(1-(2,2-difluoroethyl)-1H-benzo[d][1,2,3]triazol-6-yl)-N-((3S,4R)-1-ethyl-4-fluoropyrrolidin-3-yl)-4-methoxypyrrolo[2,1-f][1,2,4]triazin-2-amine FC(CN1N=NC2=C1C=C(C=C2)C=2C=CN1N=C(N=C(C12)OC)N[C@H]1CN(C[C@H]1F)CC)F